(1S,4S,5R)-5-[(3-cyclohexyl-5-cyclopropyl-1,2-oxazol-4-yl)methoxy]-2-azabicyclo[2.2.1]Heptane C1(CCCCC1)C1=NOC(=C1CO[C@H]1[C@@H]2CN[C@H](C1)C2)C2CC2